(Z)-6-hydroxy-8-(4-methoxyphenyl)-3,6-diphenyloctan-2-en-4,7-diyne-1-al OC(C#C\C(=C/C=O)\C1=CC=CC=C1)(C#CC1=CC=C(C=C1)OC)C1=CC=CC=C1